2-[5-ethyl-5-[(acryloyloxy)methyl]-1,3-dioxane-2-yl]-2,2-dimethylethyl acrylate C(C=C)(=O)OCC(C)(C)C1OCC(CO1)(COC(C=C)=O)CC